BrC=1C=C(C=CC1)N(S(=O)(=O)C)CC1=C(C=C(C=C1)C=1OC(=NN1)C(F)F)F N-(3-bromophenyl)-N-(4-(5-(difluoromethyl)-1,3,4-oxadiazol-2-yl)-2-fluorobenzyl)-methanesulfonamide